o-tolylthio isothiocyanate C1(=C(C=CC=C1)SN=C=S)C